COC(=O)C1=CC2=C(C=N1)C=NN2C(F)(F)F 1-(trifluoromethyl)pyrazolo[4,3-c]Pyridine-6-carboxylic acid methyl ester